(3-(4-methoxyphenyl)prop-2-yn-1-yl)(phenyl)thiocarbamic acid COC1=CC=C(C=C1)C#CCN(C(O)=S)C1=CC=CC=C1